(±)-tert-butyl 2-ethyl-4-[5-(2-sulfanylpyrimidin-4-yl)-2-pyridyl]piperazine-1-carboxylate C(C)[C@H]1N(CCN(C1)C1=NC=C(C=C1)C1=NC(=NC=C1)S)C(=O)OC(C)(C)C |r|